N-(2-(1-((2-(2,6-dioxopiperidin-3-yl)-6-fluoro-1-oxoisoindoline-5-yl)methyl)piperidine-4-yl)-5-(2-hydroxypropan-2-yl)benzo[d]oxazol-6-yl)-6-(trifluoromethyl)pyridine-2-carboxamide O=C1NC(CCC1N1C(C2=CC(=C(C=C2C1)CN1CCC(CC1)C=1OC2=C(N1)C=C(C(=C2)NC(=O)C2=NC(=CC=C2)C(F)(F)F)C(C)(C)O)F)=O)=O